C1(=CC=C(C=C1)N(C=1C2=CC=CC=C2C=2C=CC=CC2C1)C1=CC=C(C=C1)C1=CC=C(C=C1)Br)C1=CC=CC=C1 N-([1,1'-biphenyl]-4-yl)-N-(4'-bromo-[1,1'-biphenyl]-4-yl)phenanthrene-9-amine